NC=1C=C(C=C(C1)C(F)(F)F)[C@@H](C)NC1=NC(=NC2=C3C(=C(C=C12)N1CCOCC1)OC(C3)(C)C)C (R)-N-(1-(3-amino-5-(trifluoromethyl)phenyl)ethyl)-2,8,8-trimethyl-6-morpholino-8,9-dihydrofuro[2,3-h]quinazolin-4-amine